CN(C(OC(C)(C)C)=O)[C@H]1C[C@H](CC1)OC=1C=2N(C=C(N1)C=1C=NN(C1)C)N=CC2 tert-butyl methyl((1R,3S)-3-((6-(1-methyl-1H-pyrazol-4-yl)pyrazolo[1,5-a]pyrazin-4-yl)oxy)cyclopentyl)carbamate